CC([O-])C.C(C)[Al+]CC diethyl-aluminum iso-propoxide